3-[(2-chloro-6-fluorophenyl)methyl]-4-(pyridin-2-ylmethyl)-4,5-dihydro-1,2,4-oxadiazol-5-one ClC1=C(C(=CC=C1)F)CC1=NOC(N1CC1=NC=CC=C1)=O